NCC1N(CCNC1)C(=O)OC(C)(C)C tert-butyl (aminomethyl)-piperazine-1-carboxylate